BrC1=CC=C(C=C1)C1NS(C2=C(C3=C1C=CC=C3)C=CC=C2)(=O)=O (+)-7-(4-Bromophenyl)-6,7-dihydrodibenzo[d,f][1,2]Thiazepine 5,5-dioxide